C1(=CC=CC=C1)C=1OC(=CN1)C(=O)N 2-phenyloxazole-5-carboxamide